BrC1=C(C=C2C(=NC(=NC2=C1F)OCC1(CC1)CN(C)C)N1CCOCC(C1)(O)C)F 4-(7-bromo-2-((1-((dimethylamino)methyl)cyclopropyl)methoxy)-6,8-difluoroquinazolin-4-yl)-6-methyl-1,4-oxazepan-6-ol